3-{3-[(4-Fluorophenoxy)methyl]-4-methyl-2-azabicyclo[3.1.1]heptan-2-carbonyl}-4-(2H-1,2,3-triazol-2-yl)benzonitril FC1=CC=C(OCC2N(C3CC(C2C)C3)C(=O)C=3C=C(C#N)C=CC3N3N=CC=N3)C=C1